nitrogen chromium-manganese [Mn].[Cr].[N]